C(C)(=O)OCCCCCCCCCCC\C=C/C (Z)-12-tetradecenyl acetate